C(#N)C1=CC(=CC2=C1SC(=C2)C=2SC(=C(N2)C)C(=O)O)C(F)(F)F 2-(7-cyano-5-(trifluoromethyl)benzo[b]thiophen-2-yl)-4-methylthiazole-5-carboxylic acid